C(C)(C)C1=C(NC2=CC=C(C=C12)C1CCC(CC1)NC1COC1)C=1C=C(C=2N(C1)N=CN2)OC N-(4-(3-Isopropyl-2-(8-methoxy-[1,2,4]triazolo[1,5-a]pyridin-6-yl)-1H-indol-5-yl)cyclohexyl)oxetan-3-amin